4-amino-6-tert-butyl-3-methylsulfanyl-1,2,4-triazin-5(4H)-one NN1C(=NN=C(C1=O)C(C)(C)C)SC